1-morpholinoethanone O1CCN(CC1)C(C)=O